2-tert-butyl-5-[(1S,3R)-3-[tert-butyl-(diphenyl)silyl]oxycyclopentyl]pyrazol-3-amine C(C)(C)(C)N1N=C(C=C1N)[C@@H]1C[C@@H](CC1)O[Si](C1=CC=CC=C1)(C1=CC=CC=C1)C(C)(C)C